(R)-2-(1-(5-(6-chloro-3-(1H-imidazol-1-yl)-5-methoxy-1-methyl-1H-pyrrolo[3,2-b]pyridin-2-yl)-1H-1,2,4-triazol-3-yl)-2,2,2-trifluoroethoxy)ethan-1-ol ClC=1C=C2C(=NC1OC)C(=C(N2C)C2=NC(=NN2)[C@H](C(F)(F)F)OCCO)N2C=NC=C2